COC1=CC=C(C=C1)CC1OC1 2-[(4-methoxyphenyl)methyl]oxirane